4-ethyl-3-(2-methyl-6-{[(1r,4r)-4-(trifluoromethyl)cyclohexyl]oxy}-pyrimidin-4-yl)-1-(4-methylbenzenesulfonyl)-1H,4H,5H-pyrrolo[3,2-b]pyridin-5-one C(C)N1C2=C(C=CC1=O)N(C=C2C2=NC(=NC(=C2)OC2CCC(CC2)C(F)(F)F)C)S(=O)(=O)C2=CC=C(C=C2)C